tert-butyl 2-(4-cyclopropyl-1-ethyl-1H-pyrazol-5-yl)-4-((4-(1-methyl-4-(trifluoromethyl)-1H-imidazol-2-yl)benzyl)amino)-5,7-dihydro-6H-pyrrolo[3,4-d]pyrimidine-6-carboxylate C1(CC1)C=1C=NN(C1C=1N=C(C2=C(N1)CN(C2)C(=O)OC(C)(C)C)NCC2=CC=C(C=C2)C=2N(C=C(N2)C(F)(F)F)C)CC